CN(CC1=NC=CC=C1)CC=1C=C(C=CC1)B(O)O (3-([METHYL(PYRIDIN-2-YLMETHYL)AMINO]METHYL)PHENYL)BORANEDIOL